N-((1,2,3,5,6,7-hexahydro-s-indacen-4-yl)carbamoyl)-6-(3-(methylamino)azetidin-1-yl)-6,7-dihydro-5H-pyrazolo[5,1-b][1,3]oxazine-3-sulfonimidamide C1CCC2=C(C=3CCCC3C=C12)NC(=O)NS(=O)(=N)C=1C=NN2C1OCC(C2)N2CC(C2)NC